CC(CN)CC(CCN)C 2,4-dimethylhexane-1,6-diamine